1,3,5-tri(prop-2-yn-1-yl)-1,3,5-triazinane-2,4,6-trione C(C#C)N1C(N(C(N(C1=O)CC#C)=O)CC#C)=O